5-(3-(Benzyloxy)-4-nitrophenyl)-4-((tert-butoxycarbonyl)amino)-2,2-dimethylpentanoic acid C(C1=CC=CC=C1)OC=1C=C(C=CC1[N+](=O)[O-])CC(CC(C(=O)O)(C)C)NC(=O)OC(C)(C)C